Cl.CN(CCNC(C1=CC(=CC=C1)C=1N(C(=CC1)C1=CC=CC=C1)C1=C(C=CC=C1)C(F)(F)F)=O)C N-[2-(dimethylamino)ethyl]-3-[5-phenyl-1-[2-(trifluoromethyl)phenyl]pyrrol-2-yl]benzamide hydrochloride